aminoguanidine hydroxyphosphite OP(O)(O)O.NNC(=N)N